FC(C1=NN(C=C1N1N=NC(=C1)C=1C=NN2C1N=C(C=C2)N[C@@H]2[C@@H](CCCC2)O)C2CCC(CC2)CO)F (1R,2S)-2-((3-(1-(3-(difluoromethyl)-1-((1R,4S)-4-(methylol)cyclohexyl)-1H-pyrazol-4-yl)-1H-1,2,3-triazol-4-yl)pyrazolo[1,5-a]pyrimidin-5-yl)amino)cyclohexan-1-ol